CON=C(C1=C(C=CC=C1)C)C=1C=C2C=3C=C(C=CC3N(C2=CC1)CC)CC 1-[9-ethyl-6-(2-methylbenzoyl)-9H-carbazol-3-yl]ethane-1-methyloxime